CC1CC(NC=2N=CN=CC21)=O 5-methyl-5,8-dihydropyrido[2,3-d]pyrimidin-7(6H)-one